1-(9-bromo-2-phenyl-5-(piperidin-1-yl)-[1,2,4]triazolo[1,5-c]quinazolin-7-yl)ethan-1-one BrC1=CC=2C=3N(C(=NC2C(=C1)C(C)=O)N1CCCCC1)N=C(N3)C3=CC=CC=C3